2,4,6-Tris(1-phenylethyl)phenol C1(=CC=CC=C1)C(C)C1=C(C(=CC(=C1)C(C)C1=CC=CC=C1)C(C)C1=CC=CC=C1)O